1-(4-((6,7-dimethoxyquinolin-4-yl)amino)phenyl)-3-(4-trifluoromethylphenyl)urea COC=1C=C2C(=CC=NC2=CC1OC)NC1=CC=C(C=C1)NC(=O)NC1=CC=C(C=C1)C(F)(F)F